CC1=NN2C(C=C(C=C2)B(O)O)=N1 (2-methyl-[1,2,4]triazolo[1,5-a]pyridin-7-yl)boronic acid